C(C1=CC=NC=C1)(=O)NC1=CC=C2C(=N1)NC=C2C2=CC=1N(C=C2)N=CC1C(=O)NC=1C=NC=CC1 5-(6-(isonicotinamido)-1H-pyrrolo[2,3-b]pyridin-3-yl)-N-(pyridin-3-yl)pyrazolo[1,5-a]pyridine-3-carboxamide